1-O-1'-(Z)-octadecenyl-2-hydroxy-sn-glycero-3-phosphoethanolamine CCCCCCCCCCCCCCCC/C=C\OC[C@H](COP(=O)(O)OCCN)O